FC=1C(=NN2C1N=C(C=C2)C(C)O)C 1-(3-fluoro-2-methylpyrazolo[1,5-a]pyrimidin-5-yl)ethan-1-ol